8-(3,5-dimethoxyphenyl)quinazoline COC=1C=C(C=C(C1)OC)C=1C=CC=C2C=NC=NC12